N1=CC=C2N1CCCN2C=2C=NC=1CCN(CC1C2)C=2C(=CC=1N(N2)C(C(=C(N1)C)C)=O)C 7-(3-(6,7-dihydropyrazolo[1,5-a]pyrimidin-4(5H)-yl)-7,8-dihydro-1,6-naphthyridin-6(5H)-yl)-2,3,8-trimethyl-4H-pyrimido[1,2-b]pyridazin-4-one